[Fe-4](C#N)(C#N)(C#N)(C#N)(C#N)C#N.[C-]#N.[Na+] Sodium cyanide ferrocyanide